(5R)-5-methyl-3-(6-{[2-methyl-3-(methyloxy)phenyl]oxy}-3-pyridyl)-2,4-imidazolidinedione C[C@@H]1C(N(C(N1)=O)C=1C=NC(=CC1)OC1=C(C(=CC=C1)OC)C)=O